OC1=C(C=CC=C1OC)/C=C/C(=O)C1=CC=CC=C1 (E)-3-(2-hydroxy-3-methoxyphenyl)-1-phenylpropan-2-en-1-one